(S)-4-oxo-3-(((R)-1-phenylpropyl)amino)-4,6,7,8-tetrahydropyrrolo[1,2-a]pyrazine-6-carboxylic acid O=C1C(=NC=C2N1[C@@H](CC2)C(=O)O)N[C@H](CC)C2=CC=CC=C2